FC1=C(C=C(C(=C1)C)C=1C=C(C=2N(C1)C=CN2)N2CCOCC2)NC(=O)C2=CC(=NC=C2)N(C(F)(F)F)C N-{2-Fluoro-4-methyl-5-[8-(morpholin-4-yl)imidazo[1,2-a]pyridin-6-yl]phenyl}-2-[methyl(trifluoromethyl)amino]pyridine-4-carboxamide